CN1N=NC2=C1C=CC(=C2C)C(CC(=O)O)C=2C=C1CCCC1=C(C2)CN2S(C1=C(OC3(C2)COC3)N=CC=C1)(=O)=O 3-(1,4-Dimethyl-1H-benzotriazol-5-yl)-3-{7-[(1',1'-dioxospiro[oxetan-3,4'-pyrido[2,3-b][1,4,5]oxathiazepin]-2'(3'H)-yl)methyl]-2,3-dihydro-1H-inden-5-yl}propanoic acid